3-{4-[(6,7-dimethoxy-4-quinolinyl)oxy]phenyl}-1-{3-[2-(1-piperidinyl)ethoxy]-5-(trifluoromethyl)phenyl}-2,4-imidazolidinedione COC=1C=C2C(=CC=NC2=CC1OC)OC1=CC=C(C=C1)N1C(N(CC1=O)C1=CC(=CC(=C1)C(F)(F)F)OCCN1CCCCC1)=O